5-chloro-3-((trimethylsilyl)oxy)-1H-indene-2-carbaldehyde ClC=1C=C2C(=C(CC2=CC1)C=O)O[Si](C)(C)C